C(C)OC(=O)C1=NC=CC(=C1F)CN1N=CC(=C1)N ((4-amino-1H-pyrazol-1-yl)methyl)-3-fluoropyridinecarboxylic acid ethyl ester